N1(CCCC1)CCOC1=CC=C(C=C1)C1(NN(C(=N1)N)C=1C2=C(N=CN1)C=CS2)N 3-(4-(2-(pyrrolidin-1-yl)ethoxy)phenyl)-1-(thieno[3,2-d]Pyrimidin-4-yl)-1H-1,2,4-triazole-3,5-diamine